BrC=1C(=CC=C2C=C(C=NC12)N)F 8-bromo-7-fluoroquinolin-3-amine